ClC1=C(C(=C(C(=N1)N1CCC(CC1)OCCNC(OC(C)(C)C)=O)C#N)CC)C#N tert-Butyl (2-((1-(6-chloro-3,5-dicyano-4-ethylpyridin-2-yl)piperidin-4-yl)oxy) ethyl)carbamate